C1(=CC=CC=C1)P([C-]1C=CC=C1)C1=CC=CC=C1.[C-]1(C=CC=C1)C[C-]1C=CC=C1.[Fe+2].C1(=CC=CC=C1)P(C1=CC=CC=C1)[C-]1C=CC=C1.[Fe+2] bis[1'-(diphenylphosphino)-ferrocenyl]methane